C(#N)C1=C(C=CC=C1)SC=1C=2N(C=C(C1)C=1N=NN(C1)[C@@H]1CNCCC1)N=CC2C#N (S)-4-((2-cyanophenyl)thio)-6-(1-(piperidin-3-yl)-1H-1,2,3-triazol-4-yl)pyrazolo[1,5-a]pyridine-3-carbonitrile